OC=1C=CC=C2C=C(C=3N(C12)C=CN3)C(=O)N 9-hydroxyimidazo[1,2-a]Quinoline-4-carboxamide